FC(C(CNC(OC(C)(C)C)=O)(O)C1=NC(=C(C(=C1)C(C)(C)NS(=O)(=O)C)F)C1=CC=C(C=C1)F)(F)F Tert-Butyl {3,3,3-Trifluoro-2-[5-Fluoro-6-(4-Fluorophenyl)-4-{2-[(Methanesulfonyl)Amino]-Propan-2-yl}Pyridin-2-yl]-2-Hydroxypropyl}Carbamate